methyl 2-[[[[[4-ethoxy-6-(methylamino)-1,3,5-triazin-2-yl] amino] carbonyl] amino]-sulfonyl]benzoate C(C)OC1=NC(=NC(=N1)NC)NC(=O)NS(=O)(=O)C1=C(C(=O)OC)C=CC=C1